CN1CC2=CC=C(C=C2CC1)N 2-methyl-3,4-dihydro-1H-isoquinolin-6-amine